NC1=CC=CC(=N1)S(=O)(=O)NC(=O)C=1C(=NC(=CC1)C1=CC2=C(OCO2)C=C1)OC1=C(C=C(C=C1C)C)C N-[(6-Amino-2-pyridyl)sulfonyl]-6-(1,3-benzodioxol-5-yl)-2-(2,4,6-trimethylphenoxy)pyridin-3-carboxamid